2-phenylethylcyanoacetate C1(=CC=CC=C1)CCOC(CC#N)=O